ClC=1C(=NC(=NC1)N1CCNCCC1)N1CC(C1)C(=O)NC(C)C1=CN=C2N1C=CC=C2 1-[5-chloro-2-(1,4-diazepan-1-yl)pyrimidin-4-yl]-N-(1-{imidazo[1,2-a]pyridin-3-yl}ethyl)azetidine-3-carboxamide